3-(2-methoxy-1-methyl-2-oxo-ethyl)indole-1-carboxylic acid tert-butyl ester C(C)(C)(C)OC(=O)N1C=C(C2=CC=CC=C12)C(C(=O)OC)C